C(C1=CC=CC=C1)(C1=CC=CC=C1)OC(C(COC=1C=CC=2N(C1)C=C(N2)CC2CN(C2)C(=O)O)ON2C(C1=CC=CC=C1C2=O)=O)=O 3-((6-(3-(benzhydryloxy)-2-((1,3-dioxoisoindolin-2-yl)oxy)-3-oxopropoxy)imidazo[1,2-a]Pyridin-2-yl)methyl)azetidine-1-carboxylic acid